ClC1=C(C=CC(=C1)C(F)(F)F)S(=O)(=O)N1C[C@@]([C@H](C1)S(=O)(=O)C1=CC=C(C=C1)Cl)(O)CO (3R,4S)-1-((2-chloro-4-(trifluoromethyl)phenyl)sulfonyl)-4-((4-chlorophenyl)sulfonyl)-3-(hydroxymethyl)pyrrolidin-3-ol